ClC=1C=C2C=C(NC2=CC1OC[C@H]1CNC(O1)=O)C(=O)OCC |r| (±)-Ethyl 5-chloro-6-[(2-oxooxazolidin-5-yl)methoxy]-1H-indole-2-carboxylate